C(CC)C1OC(CO1)O 2-propyl-5-hydroxy-1,3-dioxolane